(R)-4-(6-chloro-2-(methylthio)pyrimidin-4-yl)-3-methylmorpholine ClC1=CC(=NC(=N1)SC)N1[C@@H](COCC1)C